4-[2-benzyloxy-4-(trifluoromethyl)phenyl]-2H-pyrido[3,4-d]pyridazin-1-one C(C1=CC=CC=C1)OC1=C(C=CC(=C1)C(F)(F)F)C1=NNC(C2=C1C=NC=C2)=O